3-(4-([2,2':6',2''-terpyridin]-4'-yl)phenoxy)propyl methacrylate C(C(=C)C)(=O)OCCCOC1=CC=C(C=C1)C1=CC(=NC(=C1)C1=NC=CC=C1)C1=NC=CC=C1